methyl 3-(5-(3-morpholinophenyl)-1H-imidazol-2-yl)-1H-indazole-5-carboxylate O1CCN(CC1)C=1C=C(C=CC1)C1=CN=C(N1)C1=NNC2=CC=C(C=C12)C(=O)OC